FC=1C=C2NC=CC2=C2CCC(N(CCCOCC(C3=CN=C(C=4C(=CC=C(OC12)C4)F)N3)(C)C=3C=C(C=CC3)CCC(=O)O)C)=O 3-[3-(23,29-Difluoro-6,12-dimethyl-13-oxo-8,25-dioxa-3,12,20,31-tetrazapentacyclo[24.3.1.12,5.016,24.017,21]hentriaconta-1(30),2,4,16,18,21,23,26,28-nonaen-6-yl)phenyl]propanoic acid